6-amino-N-[[(2R,5S)-3-oxo-2-(4-phenoxyphenyl)-1,4-thiazepan-5-yl]methyl]pyridine-3-carboxamide NC1=CC=C(C=N1)C(=O)NC[C@H]1NC([C@H](SCC1)C1=CC=C(C=C1)OC1=CC=CC=C1)=O